C(C)(C)(C)OCC#CC=1C=CC(=C(C1)C(=O)NC=1C=C(C2=C(NC(=N2)COC)C1)C(=O)NC1=C(C(=CC=C1)Cl)C)Cl 6-({[5-(3-tert-butoxyprop-1-yn-1-yl)-2-chlorophenyl]carbonyl}amino)-N-(3-chloro-2-methylphenyl)-2-(methoxymethyl)-1H-benzimidazole-4-carboxamide